tert-butyl 3-(((5-cyanopyrazin-2-yl)oxy)methyl)bicyclo[1.1.1]-pentane-1-carboxylate C(#N)C=1N=CC(=NC1)OCC12CC(C1)(C2)C(=O)OC(C)(C)C